BrC1=C(C2=C(CN3[C@@H](CO2)CN(CC3)C(=O)OC(C)(C)C)C=C1I)Cl Tert-butyl (12aR)-9-bromo-10-chloro-8-iodo-3,4,12,12a-tetrahydro-6H-pyrazino[2,1-c][1,4]benzoxazepine-2(1H)-carboxylate